bis(1-ethyl-3-methylimidazole) 3,5-bis(5-methoxycarbonyl-1H-benzimidazole-2-yl)phenylphosphonate COC(=O)C1=CC2=C(NC(=N2)C=2C=C(C=C(C2)C2=NC3=C(N2)C=CC(=C3)C(=O)OC)P(O)(O)=O)C=C1.C(C)N1CN(C=C1)C.C(C)N1CN(C=C1)C